C(#N)CC(=O)OCC.C(C(C)C)C=C 2-isobutylethylene ethyl cyanoacetate